Gallium-Indium-Iron [Fe].[In].[Ga]